3-(((3-cyano-6-oxo-1,6-dihydro-[4,4-bipyridin]-2-yl)thio)methyl)benzoic acid C(#N)C1=C(NC(C=C1C1=CC=NC=C1)=O)SCC=1C=C(C(=O)O)C=CC1